8-bromo-5-((dimethylamino)methyl)imidazo[1,2-a]pyridine-3-carbonitrile BrC=1C=2N(C(=CC1)CN(C)C)C(=CN2)C#N